C1(=CC=CC=C1)S(=O)(=O)OC1=C(C=CC=C1)NC(=O)NC1=C(C=CC=C1)OS(=O)(=O)C=1C=C(C)C=CC1 N-[2-(benzenesulfonyloxy)phenyl]-N'-[2-(m-toluenesulfonyloxy)phenyl]urea